trans-chloropropyne ClC#CC